4-((5-fluoropyridin-2-yl)methoxy-d2)-1-(5-(methyl-d3)-2,3,4,5-tetrahydro-1H-pyrido[4,3-b]indol-7-yl-1,1,3,3,4,4-d6)pyridin-2(1H)-one FC=1C=CC(=NC1)C(OC1=CC(N(C=C1)C=1C=CC=2C3=C(N(C2C1)C([2H])([2H])[2H])C(C(NC3([2H])[2H])([2H])[2H])([2H])[2H])=O)([2H])[2H]